COC1=CC=C(C=C1)COC1=NC(=NC(=N1)OCC1=CC=C(C=C1)OC)OCC1=CC=C(C=C1)OC 2,4,6-tris(p-methoxyphenylmethoxy)-1,3,5-triazine